3-benzyl-8,9-dihydro-3H-benzo[e]indazol-6-yl trifluoromethanesulfonate FC(S(=O)(=O)OC1=CCCC=2C=3C=NN(C3C=CC21)CC2=CC=CC=C2)(F)F